CN(C)CC1C(CCCC1)C(=O)O 2-[(DIMETHYLAMINO)-METHYL]CYCLOHEXANE-1-CARBOXYLIC ACID